3-(1-propyl-1H-pyrazol-4-yl)-7,8-dimethoxy-2-(trifluoromethyl)-4H-chromen-4-one C(CC)N1N=CC(=C1)C1=C(OC2=C(C(=CC=C2C1=O)OC)OC)C(F)(F)F